1,3-dihydroxy-2-(hydroxymethyl)propan-1-sulfonic acid OC(C(CO)CO)S(=O)(=O)O